O1C(=C(O)C(=O)C=2C(O)=C(C(O)=CC12)NC(=O)[O-])C1=CC(O)=C(O)C=C1 Quercetin-carbamate